N(=[N+]=[N-])[C@](C)(CC)C1=CN=C(C2=CN=C(C=C12)Cl)O[C@H](C)CCS(=O)(=O)C 4-((R)-2-azidobutan-2-yl)-6-chloro-1-(((R)-4-(methylsulfonyl)butan-2-yl)oxy)-2,7-naphthyridine